C1OCC12CN(C2)[C@H]2CC[C@H](CC2)NC=2C=1C=C(N(C1C=CC2)CC(F)(F)F)C#CCNC2=C(C=C(C=C2)S(=O)(=O)C)OC Cis-N-(4-(2-oxa-6-azaspiro[3.3]heptan-6-yl)cyclohexyl)-2-(3-((2-methoxy-4-(methylsulfonyl)phenyl)amino)prop-1-yn-1-yl)-1-(2,2,2-trifluoroethyl)-1H-indol-4-amine